2-amino-5-fluorophenol NC1=C(C=C(C=C1)F)O